2-(5-(1-methyl-1H-pyrazol-4-yl)pyridin-3-yl)acetic acid CN1N=CC(=C1)C=1C=C(C=NC1)CC(=O)O